C(C)OC(C1=CN=C(C=C1NCCCN1CCOCC1)Cl)=O 6-chloro-4-((3-morpholinopropyl)amino)nicotinic acid ethyl ester